C(CCCCCCC\C=C/C=C/C=C\CCCC)(=O)[O-].FC1=C(C=C(C(=C1F)F)F)[B-](C1=C(C(=C(C(=C1)F)F)F)F)(C1=C(C(=C(C(=C1)F)F)F)F)C1=C(C(=C(C(=C1)F)F)F)F.C1=CC=CC=CC1 cycloheptatriene tetrakis(2,3,4,5-tetrafluorophenyl)borate Punicate